methyl 7-(cyclopropylmethoxy)-2-(1-methyl-2-oxabicyclo[2.1.1]hexan-4-yl)imidazo[1,2-a]pyrimidine-6-carboxylate C1(CC1)COC1=NC=2N(C=C1C(=O)OC)C=C(N2)C21COC(C2)(C1)C